COC(=O)C1=NNC2=C1NC=1C2=NC=CC1 1,4-dihydropyrazolo[3',4':4,5]pyrrolo[3,2-b]pyridine-3-carboxylic acid methyl ester